NC(C)C1=NC(=NN1C1=CC=C(C=N1)C#N)Cl 6-[5-(1-aminoethyl)-3-chloro-1,2,4-triazol-1-yl]pyridine-3-carbonitrile